Cyclopentyl Carbamate C(N)(OC1CCCC1)=O